N-fluoro-2,4,6-trimethylpyridinium F[N+]1=C(C=C(C=C1C)C)C